dihexyl pentanedioate C(CCCC(=O)OCCCCCC)(=O)OCCCCCC